O.C1=C(C=CC2=CC=CC=C12)S(=O)(=O)O 2-naphthalenesulfonic acid hydrate